diethyl-N,N'-dimethylethane-1,2-diamine C(C)C(C(NC)CC)NC